2-(phenylamino)quinazoline-4(3H)-One C1(=CC=CC=C1)NC1=NC2=CC=CC=C2C(N1)=O